S1C(=CC=C1)C(C=CC=1SC=CC1)=O 1,3-bis(thien-2-yl)-2-propen-1-one